(E)-oct-6-en-4-yn-1-ol C(CCC#C\C=C\C)O